FC1=CC(=C(C=C1)C=1C2=C(C(=NC1C=1C=NC=3CCN(CC3C1)C(C=C)=O)C=1C=C3CCNCC3=CC1)C=CS2)OCCOC 1-[3-[7-[4-fluoro-2-(2-methoxyethoxy)phenyl]-4-(1,2,3,4-tetrahydroisoquinolin-6-yl)thieno[3,2-c]pyridin-6-yl]-7,8-dihydro-5H-1,6-naphthyridin-6-yl]prop-2-en-1-one